8-hydroxy-7-methyl-1,2,3,4-tetrahydro-5H-chromeno[3,4-c]pyridin-5-one hemisulfate S(=O)(=O)(O)O.OC=1C=CC2=C(C1C)OC(C=1CNCCC12)=O.OC=1C=CC2=C(C1C)OC(C=1CNCCC12)=O